C(=C(C)C)[Si](OCC)(OCC)OCC Isobutenyl-triethoxysilane